tert-butyl-(2S)-2-((benzyloxycarbonyl(methyl)amino)methyl)piperidine C(C)(C)(C)N1[C@@H](CCCC1)CN(C)C(=O)OCC1=CC=CC=C1